FC1=CC=C(CNC2=CC=C(C(=N2)N2CCCC2)NC(CC2=CC(=C(C=C2)C(F)(F)F)F)=O)C=C1 N-[6-(4-Fluoro-benzylamino)-2-pyrrolidin-1-yl-pyridin-3-yl]-2-(3-fluoro-4-trifluoromethyl-phenyl)-acetamide